C1(CC1)C1=C(C(=NO1)C1=C(C=NC=C1Cl)Cl)COC12CCC(CC1)(CC2)C=C 5-cyclopropyl-3-(3,5-dichloropyridin-4-yl)-4-(((4-vinylbicyclo[2.2.2]oct-1-yl)oxy)methyl)isoxazole